4-(4-chloro-6-(3-phenyl-1H-pyrazol-1-yl)-1,3,5-triazin-2-yl)morpholine ClC1=NC(=NC(=N1)N1N=C(C=C1)C1=CC=CC=C1)N1CCOCC1